CC(CCCCC)=O heptaneon